(R)-3-[2-[3-(8-Amino-4-methyl-pyrimido[5,4-d]pyrimidin-2-yl)-4-methylphenyl]ethynyl]-3-hydroxy-1-methyl-pyrrolidin-2-one NC1=NC=NC2=C1N=C(N=C2C)C=2C=C(C=CC2C)C#C[C@]2(C(N(CC2)C)=O)O